C(C)(=O)N1CCC(CC1)CN1N=CC(=C1C(=O)NC1=NC=C(C=C1C)C#CC1=CC=CC=C1)Cl 1-((1-acetylpiperidin-4-yl)methyl)-4-chloro-N-(3-methyl-5-(phenylethynyl)pyridin-2-yl)-1H-pyrazole-5-carboxamide